C(#N)C=1C=C(C=NC1)OC=1C=CC(=C2[C@@H](C([C@@H](C12)F)(F)F)O)S(=NC#N)(=O)C [(1R,3S)-7-[(5-cyano-3-pyridyl)oxy]-1,2,2-trifluoro-3-hydroxy-indan-4-yl]-methyl-oxo-λ6-sulfanylidenecyanamide